C(C)(C)(C)OC(NCCCCNC1=NC=C(C=C1Br)C(N)=O)=O (4-((3-bromo-5-carbamoylpyridin-2-yl)amino)butyl)carbamic acid tert-butyl ester